1-methyl-1-[(1S)-1-(4-pyridyl)ethyl]-3-(2,2,2-trifluoro-1-tetrahydrofuran-3-yl-ethyl)urea CN(C(=O)NC(C(F)(F)F)C1COCC1)[C@@H](C)C1=CC=NC=C1